2-(4-(benzyloxy)-2-(hydroxymethyl)phenyl)-2-(4-bromophenyl)-1-cyclopentyl-2-hydroxyethan-1-one C(C1=CC=CC=C1)OC1=CC(=C(C=C1)C(C(=O)C1CCCC1)(O)C1=CC=C(C=C1)Br)CO